C1(CC1)C1=CC(=NN1)NC1=NC(=NC=C1)N1CC(CC1)C(=O)N 1-[4-[(5-Cyclopropyl-1H-pyrazol-3-yl)amino]pyrimidin-2-yl]pyrrolidine-3-carboxamide